3-chloro-4-[(3,5-difluoropyridin-2-yl)methoxy]-2'-[3-(2-hydroxypropan-2-yl)pyrazol-1-yl]-3',6-dimethyl-[1,4'-bipyridin]-2-one ClC=1C(N(C(=CC1OCC1=NC=C(C=C1F)F)C)C1=C(C(=NC=C1)N1N=C(C=C1)C(C)(C)O)C)=O